2-methyl-5-{[(1R,3R,5S)-8-{5-phenylpyrazolo[1,5-a]pyridine-2-carbonyl}-8-azabicyclo[3.2.1]octan-3-yl]amino}benzonitrile CC1=C(C#N)C=C(C=C1)NC1C[C@H]2CC[C@@H](C1)N2C(=O)C2=NN1C(C=C(C=C1)C1=CC=CC=C1)=C2